FC=1C=C(C#N)C=C(C1)N1[C@H](CNCC1)C 3-fluoro-5-[(2S)-2-methylpiperazin-1-yl]benzonitrile